2-(acridin-3-yl)-N-(pyridin-2-ylmethyl)-1,3-oxazole-4-carboxamide C1=CC(=CC2=NC3=CC=CC=C3C=C12)C=1OC=C(N1)C(=O)NCC1=NC=CC=C1